C(C)(C)(C)OC(=O)N1CCN(CC1)CCCOC1=CC=C(C=C1)C1=CC=C2C(=CC=NC2=C1)C(=O)OC methyl 7-(4-(3-(4-(tert-butoxycarbonyl)piperazin-1-yl)propoxy) phenyl)quinoline-4-carboxylate